tert-butyl 1-(6-bromonicotinoyl)-3-ethyl-5,6-dihydroimidazo[1,5-a]pyrazine-7(8H)-carboxylate BrC1=NC=C(C(=O)C=2N=C(N3C2CN(CC3)C(=O)OC(C)(C)C)CC)C=C1